P(=O)([O-])([O-])[O-].[Si+4].[Sr+2].P(=O)([O-])([O-])[O-] strontium-silicon phosphate salt